tert-butyl (S)-3-methylpiperazin-1-carboxylate C[C@H]1CN(CCN1)C(=O)OC(C)(C)C